(R)-N-(2-(2-fluoro-3-hydroxy-3-methylbutyl)-6-isopropyl-1-oxoisoindolin-5-yl)pyrazolo[1,5-a]pyrimidine-3-carboxamide F[C@H](CN1C(C2=CC(=C(C=C2C1)NC(=O)C=1C=NN2C1N=CC=C2)C(C)C)=O)C(C)(C)O